ClC1=C(C=CC=C1F)CC(=O)NC1=CC(=NC=C1)CC(=O)NC1=CC=C(C=C1)F {4-[2-(2-chloro-3-fluorophenyl)acetylamino]pyridin-2-yl}-N-(4-fluorophenyl)acetamide